1,4-bis(2-trifluoromethyl-4-aminophenoxy)biphenyl FC(C1=C(OC2(CC=C(C=C2)OC2=C(C=C(C=C2)N)C(F)(F)F)C2=CC=CC=C2)C=CC(=C1)N)(F)F